C(C1=CC=CC=C1)N1C(C2C(CC1)(CCN2)C)=O 6-benzyl-3a-methylhexahydro-1H-pyrrolo[2,3-c]pyridin-7(7aH)-one